3-[[4-hydroxy-1-[(3R,4R)-3-phenyl-1-(pyrimidin-2-ylmethyl)piperidine-4-carbonyl]-4-piperidinyl]methyl]-7-phenyl-thieno[3,4-d]pyrimidin-4-one OC1(CCN(CC1)C(=O)[C@H]1[C@@H](CN(CC1)CC1=NC=CC=N1)C1=CC=CC=C1)CN1C=NC=2C(C1=O)=CSC2C2=CC=CC=C2